5-(1-(1-(4-(5-(difluoromethyl)-1,3,4-oxadiazol-2-yl)phenyl)butyl)-1H-1,2,3-triazol-4-yl)pyridin-2-amine FC(C1=NN=C(O1)C1=CC=C(C=C1)C(CCC)N1N=NC(=C1)C=1C=CC(=NC1)N)F